N-acetylguanine C(C)(=O)NC=1NC(C=2NC=NC2N1)=O